The molecule is a pentacyclic triterpenoid that is olean-12-ene substituted by carboxy groups at positions 23 and 28 and a hydroxy group at position 3 (the 3beta stereoisomer). It has a role as a metabolite and an antibacterial agent. It is a pentacyclic triterpenoid and a hydroxy carboxylic acid. It is a conjugate acid of a gypsogenate(2-). It derives from a hydride of an oleanane. C[C@]12CC[C@@H]([C@@]([C@@H]1CC[C@@]3([C@@H]2CC=C4[C@]3(CC[C@@]5([C@H]4CC(CC5)(C)C)C(=O)O)C)C)(C)C(=O)O)O